Cl.Cl.C(C)OC(C(CC=C)N(C1=C(C=CC(=C1)NC(=O)OC)C1=CC(=NC=C1)[C@H](CC=C)NC(=O)OC(C)(C)C)C(=O)OC(C)(C)C)=O 2-(tert-Butoxycarbonyl-{2-[2-((S)-1-tert-butoxycarbonylamino-but-3-enyl)-pyridin-4-yl]-5-methoxycarbonylamino-phenyl}-amino)-pent-4-enoic acid ethyl ester, di-hydrochloride salt